8-(3-Cyano-1-methyl-2-oxo-1,2-dihydroquinolin-4-yl)-2,8-diazaspiro[4.5]decane-2-carboxylic acid tert-butyl ester C(C)(C)(C)OC(=O)N1CC2(CC1)CCN(CC2)C2=C(C(N(C1=CC=CC=C21)C)=O)C#N